N(=[N+]=[N-])C1=C(C=NC(=C1)Cl)C(C)=O 1-(4-azido-6-chloropyridin-3-yl)ethan-1-one